C(C)(C)(C)OC(=O)N1C[C@H]([C@@H](C1)C1=CC=CC=C1)C(NC1=CC=C(C=C1)C=1C=NC=CC1)=O |r| (±)-trans-4-phenyl-3-{[4-(pyridin-3-yl)phenyl]carbamoyl}pyrrolidine-1-carboxylic acid tert-butyl ester